(1R,2S)-7-chloro-2-(methoxymethoxy)-2,3-dihydro-1H-inden-1-yl carbamate C(N)(O[C@H]1[C@H](CC2=CC=CC(=C12)Cl)OCOC)=O